[Sn].CN(C)CC=1C(=NN(C1)C1=NC(=NC=C1)NC1=CC(=C(C=C1OC)N1CCOCC1)N)C1=CC=CC=C1 N1-(4-(4-((dimethylamino)methyl)-3-phenyl-1H-pyrazol-1-yl)pyrimidin-2-yl)-6-methoxy-4-morpholinobenzene-1,3-diamine Tin